FC=1C=C(C=C2N=CC=NC12)CNC=1C=NC=CC1NC1CN(CC1)C (1S)-N3-((8-Fluoroquinoxalin-6-yl)methyl)-N4-(1-methylpyrrolidin-3-yl)pyridine-3,4-diamine